ClC1=C(C=CC=C1Cl)C=1C(=CC=C2C(=C(C=NC12)NC(OC(C)(C)C)=O)N(C)C)F Tert-butyl (8-(2,3-dichlorophenyl)-4-(dimethylamino)-7-fluoroquinolin-3-yl)carbamate